C(C)C=1C=C2CN(C(C2=CC1CC1=CC=C(C=C1)C1=NN(C=C1)C)=O)[C@@H]1COCC[C@H]1O 5-ethyl-2-[(3R,4R)-4-hydroxytetrahydro-2H-pyran-3-yl]-6-[4-(1-methyl-1H-pyrazol-3-yl)benzyl]-2,3-dihydro-1H-isoindol-1-one